amino-ketovalerate NC(C(C(=O)[O-])=O)CC